ClC1=C(C=CC=C1)C1N(CC(C1)OC)C1=CC(=C(C(=O)OC)C=C1)F Methyl 4-(2-(2-chlorophenyl)-4-methoxypyrrolidin-1-yl)-2-fluorobenzoate